2-{4-(2-bromo-naphthalen-7-yl)-phenyl}benzoxazole BrC1=CC2=CC(=CC=C2C=C1)C1=CC=C(C=C1)C=1OC2=C(N1)C=CC=C2